ClC=1C=NN(C1C(NC1=NC=C(C=C1F)C#CC1=CC=CC=C1)=O)C1CCN(CC1)C(=O)NCC 4-(4-chloro-5-((3-fluoro-5-(phenylethynyl)pyridin-2-yl)carbamoyl)-1H-pyrazol-1-yl)-N-ethylpiperidine-1-carboxamide